tetrahydro-thiopyran-dioxide S1(CCCCC1)(=O)=O